ClC=1C=CC2=C(C(=NCC3=C2N=CN=C3)C3=C(C=CC=C3)OCC)C1 9-Chloro-7-(2-ethoxy-phenyl)-5H-benzo[c]pyrimido[4,5-e]azepin